(R)-1-[(Sp)-2-(diphenylphosphino)ferrocenyl]ethyl-diphenylphosphine C1(=CC=CC=C1)P(C=1[C-](C=CC1)[C@@H](C)P(C1=CC=CC=C1)C1=CC=CC=C1)C1=CC=CC=C1.[CH-]1C=CC=C1.[Fe+2]